C(C)(C)N[SiH2]NC(C)C di(isopropylamino)silane